C(C)NS(=O)(=O)N1CC(CC1)NC1=C2N=CN(C2=NC(=N1)NC(C(C)O)CC)CC N-ethyl-3-((9-ethyl-2-((2-hydroxypentan-3-yl)-amino)-9H-purin-6-yl)amino)pyrrolidine-1-sulfonamide